COC1=C(C=CC=C1)C=1N(C2=CC=CC=C2C1C)S(=O)(=O)C1=CC=C(C)C=C1 2-(2-Methoxyphenyl)-3-methyl-1-tosyl-1H-indole